NC=1C(=NC(=CN1)Br)OC=1C=NN(C1)C(=O)N(C)C 4-((3-amino-6-bromopyrazin-2-yl)oxy)-N,N-dimethyl-1H-pyrazole-1-carboxamide